C(=O)C1=CC=C(C=C1)C=1C(=C(C=CC1)C1=C(C(=CC=C1)C1=CC=2N(C=C1)C(=NN2)CN(C(OC(C)(C)C)=O)C[C@H]2NC(CC2)=O)C)C tert-butyl (S)-((7-(4''-formyl-2,2'-dimethyl-[1,1':3',1''-terphenyl]-3-yl)-[1,2,4]triazolo[4,3-a]pyridin-3-yl)methyl)((5-oxopyrrolidin-2-yl)methyl)carbamate